ClC1=C(C=C(C(=C1)Cl)C1=C(C(=C(C(=C1F)F)F)F)F)N 4,6-dichloro-2',3',4',5',6'-pentafluoro-[1,1'-biphenyl]-3-amine